(2S)-1-(2-(5-isopropyl-3-methyl-2,4-dioxoimidazolidin-1-yl)-5,6-dihydrobenzo[f]imidazo[1,2-d][1,4]oxazepin-9-yl)pyrrolidine-2-carboxamide C(C)(C)C1C(N(C(N1C=1N=C2N(CCOC3=C2C=CC(=C3)N3[C@@H](CCC3)C(=O)N)C1)=O)C)=O